4-(bromomethyl)-pyridine BrCC1=CC=NC=C1